(R)-1-(4-(1,1-dioxidothiomorpholin-2-yl)phenyl)-3-(4-methoxybenzyl)urea O=S1([C@@H](CNCC1)C1=CC=C(C=C1)NC(=O)NCC1=CC=C(C=C1)OC)=O